racemic-3-(4-chlorophenyl)-piperidine ClC1=CC=C(C=C1)[C@@H]1CNCCC1 |r|